Trifluoromethanesulfonic acid (S)-9-methyl-8-oxo-7-(4-phenoxypyridinoylamino)-6,7,8,9-tetrahydro-5H-pyrido[2,3-b]azepin-2-yl ester CN1C2=C(CC[C@@H](C1=O)NC(=O)C1=NC=CC(=C1)OC1=CC=CC=C1)C=CC(=N2)OS(=O)(=O)C(F)(F)F